FC(OCN1N=C2N=CNCC2=C1)F [(difluoromethoxy)methyl]-2,5-dihydro-4H-pyrazolo[3,4-d]pyrimidin